BrC1=C(C(=CC(=C1)C(C)NCCOC)C)O 2-bromo-4-(1-((2-methoxyethyl)amino)ethyl)-6-methylphenol